FC1(CCN(CC1)C=1C=C(C=C(C1)C)NC(=O)C1=NC=C(N=C1N1CCC2(CC2)CC1)NS(=O)(=O)CCO)F N-(3-(4,4-Difluoropiperidin-1-yl)-5-methylphenyl)-5-((2-hydroxyethyl)sulfonamido)-3-(6-azaspiro[2.5]octan-6-yl)pyrazine-2-carboxamide